Cl.C1(=CC=CC2=CC=CC=C12)OCCNCC1=CC=CC=C1 [2-(1-naphthoxy)ethyl]benzylamine hydrochloride